2-(2-hydroxyethyl)-propionic acid OCCC(C(=O)O)C